2-(2-cyano-4-methyl-5-((2-(6-(2,2,2-trifluoroethyl)thieno[2,3-d]pyrimidin-4-yl)-2,7-diazaspiro[3.5]nonan-7-yl)methyl)-1H-indol-1-yl)acetamide C(#N)C=1N(C2=CC=C(C(=C2C1)C)CN1CCC2(CN(C2)C=2C3=C(N=CN2)SC(=C3)CC(F)(F)F)CC1)CC(=O)N